(Z)-1-(3-(5-(dimethylamino)-4-fluoro-2-isopropylphenyl)-4-oxothiazolidin-2-ylidene)-3-(2-fluoro-4-(1-(4-((trifluoromethyl)sulfonyl)phenyl)-1H-1,2,4-triazol-3-yl)phenyl)urea CN(C=1C(=CC(=C(C1)N1/C(/SCC1=O)=N/C(=O)NC1=C(C=C(C=C1)C1=NN(C=N1)C1=CC=C(C=C1)S(=O)(=O)C(F)(F)F)F)C(C)C)F)C